C(C1=CC=CC=C1)OC=1C(C(=CN2[C@@H](CC=3C=C(C(=NC3C21)Cl)OCCCOC)C(C)(C)C)C(=O)OCC)=O ethyl (S)-11-(benzyloxy)-6-(tert-butyl)-2-chloro-3-(3-methoxypropoxy)-10-oxo-5,10-dihydro-6H-pyrido[1,2-h][1,7]naphthyridine-9-carboxylate